FC1=C(C=O)C=CC(=C1)CO 2-fluoro-4-(hydroxymethyl)benzaldehyde